(R)-4-chloro-5-iodo-1-(1-methoxypropan-2-yl)-1H-pyrazole ClC=1C=NN(C1I)[C@@H](COC)C